24-[(S)-(2-fluorophenyl)(hydroxy)methyl]-5α-cholan-3β,4β-diol FC1=C(C=CC=C1)[C@H](CCC[C@@H](C)[C@H]1CC[C@H]2[C@@H]3CC[C@H]4[C@H]([C@H](CC[C@]4(C)[C@H]3CC[C@]12C)O)O)O